[C@H]12C(CCC(C1(C)C)C2)=C (1S)-beta-Pinene